CS(=O)(=O)N1CCC(CC1)COC=1C(C=C(OC1)CN1CC2=CC=C(C=C2C1)C=1OC=CN1)=O 5-((1-(Methylsulfonyl)piperidin-4-yl)methoxy)-2-((5-(oxazol-2-yl)isoindolin-2-yl)methyl)-4H-pyran-4-one